tert-butyl(3-(2-cyclopropylphenyl)cyclobutoxy)dimethylsilane C(C)(C)(C)[Si](C)(C)OC1CC(C1)C1=C(C=CC=C1)C1CC1